ONC(=O)C1=CC=C2C=CNC2=C1 N-hydroxy-1H-indole-6-carboxamide